C(C)(=O)NN1C=CC2=CC(=CC=C12)C(F)(F)F 1-(acetamido)-5-trifluoromethylindole